O1C2=C(OCC1)C=C(C=C2)CNC(=O)C=2N=C(SC2)C#C N-((2,3-Dihydrobenzo[b][1,4]dioxin-6-yl)methyl)-2-ethynylthiazole-4-carboxamide